3-(4-nitroazol-1-yl)-1,2-propanediol [N+](=O)([O-])C=1C=CN(C1)CC(CO)O